C1(=CC=CC=C1)N1N=CC=C1N 2-phenyl-pyrazol-3-amine